4-hydroxyestradiol C[C@@]12CC[C@@H]3C4C=CC(O)=C(O)C=4CC[C@H]3[C@@H]2CC[C@@H]1O